(2R,4R)-1-(3-chloro-2-fluorobenzyl)-4-((3-fluoro-4-((S)-1-fluoro-ethyl)-6-((5-methyl-1H-pyrazol-3-yl)amino)pyridin-2-yl)methyl)-2-methylpiperidine-4-carboxylic acid ClC=1C(=C(CN2[C@@H](C[C@@](CC2)(C(=O)O)CC2=NC(=CC(=C2F)[C@H](C)F)NC2=NNC(=C2)C)C)C=CC1)F